(S)-5-(hexahydropyrrolo[1,2-a]pyrazin-2(1H)-yl)-2-methylbenzoic acid C1[C@H]2N(CCN1C=1C=CC(=C(C(=O)O)C1)C)CCC2